2-(2-chloro-6-(cyclopentylamino)-9H-purin-9-yl)-5-(hydroxymethyl)tetrahydrofuran-3,4-diol ClC1=NC(=C2N=CN(C2=N1)C1OC(C(C1O)O)CO)NC1CCCC1